BrCC(=O)C1CC(C1)=O 3-(2-bromoacetyl)cyclobutan-1-one